N-cyclopropyl-6-((1-methyl-3-(methylcarbamoyl)-1H-pyrazol-4-yl)amino)-8-(methylamino)imidazo[1,2-b]Pyridazine-3-carboxamide C1(CC1)NC(=O)C1=CN=C2N1N=C(C=C2NC)NC=2C(=NN(C2)C)C(NC)=O